3-morpholino-2-hydroxypropane O1CCN(CC1)CC(C)O